6-(((6-fluoro-2-methylpyridin-3-yl)(1-(1-(trifluoromethyl)cyclopropyl)-1H-1,2,3-triazol-4-yl)methyl)amino)-8-iodo-4-(neopentylamino)quinoline-3-carbonitrile FC1=CC=C(C(=N1)C)C(C=1N=NN(C1)C1(CC1)C(F)(F)F)NC=1C=C2C(=C(C=NC2=C(C1)I)C#N)NCC(C)(C)C